The molecule is an N-acetyl-amino acid that is the N(alpha)-acetyl derivative of citrulline. It is a member of ureas, a monocarboxylic acid and a N-acetyl-amino acid. It derives from a citrulline. CC(=O)NC(CCCNC(=O)N)C(=O)O